tert-Butyl (4-(4,6-dichloro-8-fluoro-2-(((S)-1-methylpyrrolidin-2-yl)methoxy)quinazolin-7-yl)benzo[d]thiazol-2-yl)carbamate ClC1=NC(=NC2=C(C(=C(C=C12)Cl)C1=CC=CC2=C1N=C(S2)NC(OC(C)(C)C)=O)F)OC[C@H]2N(CCC2)C